C(C1=CC(C(=O)N)=CC=C1)(=O)N Isophthalamide